((5-(cyclopent-1-en-1-yl)-8-hydroxyquinolin-7-yl)(pyridin-3-yl)methyl)butyramide C1(=CCCC1)C1=C2C=CC=NC2=C(C(=C1)C(C=1C=NC=CC1)C(C(=O)N)CC)O